FC1=C(C=CC(=C1)[C@H]1[C@H](CCC2=CC(=CC=C12)O)C1=CC=CC=C1)N1CCC(CC1)CN1CCN(CC1)C1=CC=C2C(N(C3(C2=C1)CC3)C3C(NC(CC3)=O)=O)=O 3-[6'-[4-[[1-[2-fluoro-4-[(1R,2S)-6-hydroxy-2-phenyl-tetralin-1-yl]phenyl]-4-piperidyl]methyl]piperazin-1-yl]-3'-oxo-spiro[cyclopropane-1,1'-isoindoline]-2'-yl]piperidine-2,6-dione